FC1=CC=C(C=N1)O[C@@H]1C[C@H](C1)NC(=O)[C@@H]1CNC[C@H]1C1=CC=CC=C1 |r| (±)-trans-N-{trans-3-[(6-fluoropyridin-3-yl)oxy]cyclobutyl}-4-phenylpyrrolidine-3-carboxamide